(2-((1S,3S,5S)-3-cyano-2-azabicyclo[3.1.0]hex-2-yl)-2-oxoethyl)-6-fluoro-2-methylquinoline-4-carboxamide C(#N)[C@H]1N([C@H]2C[C@H]2C1)C(CC=1C(=NC2=CC=C(C=C2C1C(=O)N)F)C)=O